ClC=1C=CC(=NC1)N1CCN(CC1)CC1=CC=C(CNC2=C3C(N(C(C3=CC=C2)=O)C2C(NC(CC2)=O)=O)=O)C=C1 4-(4-((4-(5-chloropyridin-2-yl)piperazin-1-yl)methyl)benzylamino)-2-(2,6-dioxopiperidin-3-yl)isoindoline-1,3-dione